O=C1NC(CCC1N1C(C2=CC=CC(=C2C1)NCCOC(C(=O)N)C)=O)=O 2-(2-((2-(2,6-dioxopiperidin-3-yl)-1-oxoisoindolin-4-yl)amino)ethoxy)propanamide